N-2-propylmethacrylamide CC(C)NC(C(=C)C)=O